N-(4-(4-amino-5-(3-fluoro-4-((4-methylpyrimidin-2-yl)oxy)phenyl)pyrazolo[5,1-f][1,2,4]triazin-6-yl)phenyl)-2-fluoroacrylamide NC1=NC=NN2C1=C(C(=N2)C2=CC=C(C=C2)NC(C(=C)F)=O)C2=CC(=C(C=C2)OC2=NC=CC(=N2)C)F